ClC1=C2C(=[N+](C=C1)[O-])C=C(S2)I 7-chloro-2-iodothieno[3,2-b]pyridine 4-oxide